4-Amino-N-ethylnicotinamide NC1=CC=NC=C1C(=O)NCC